C(C)(=O)SC1C[C@H]2CC[C@@H](C1)N2C(=O)OC(C)(C)C |o1:6,9| tert-Butyl (1R*,3S*,5S*)-3-(acetylthio)-8-azabicyclo[3.2.1]octane-8-carboxylate